1,3,5-tris(2,3,3-trifluoro-2-propenyl)-1,3,5-triazine FC(CN1CN(CN(C1)CC(=C(F)F)F)CC(=C(F)F)F)=C(F)F